C(=O)O.ClC=1C=C2CCN([C@H](C2=C(C1)Cl)C)C(=O)[C@@H]1OCCN(C1)C=1C2=C(C=NC1)N=C(O2)NCCN2CC(NCC2)=O 4-(2-((7-((R)-2-((S)-6,8-dichloro-1-methyl-1,2,3,4-tetrahydroisoquinoline-2-carbonyl)morpholino)oxazolo[4,5-c]pyridin-2-yl)amino)ethyl)piperazin-2-one formate salt